FC1=C(C=C(C=C1F)C(F)(F)F)C=1C(=CC=C2C(=C(C=NC12)C(=O)NN1C2=C(OCC1)C=CC=C2)C2CS(C2)(=O)=O)F 8-(2,3-difluoro-5-(trifluoromethyl)phenyl)-N-(2,3-dihydro-4H-benzo[b][1,4]oxazin-4-yl)-4-(1,1-dioxidothietan-3-yl)-7-fluoroquinoline-3-carboxamide